ClC1=CC=C(C(=O)NC2=C(C3=CC=CC=C3C=C2)C2=C(C=C(C=C2)OC)O)C=C1 (R)-4-chloro-N-(1-(2-hydroxy-4-methoxyphenyl)naphthalene-2-yl)benzamide